4-(6-fluoro-1,2,3,4-tetrahydroquinolin-2-yl)benzamide FC=1C=C2CCC(NC2=CC1)C1=CC=C(C(=O)N)C=C1